NC=1C=2C(N=C(N1)C1=NSC=C1)=NN(C2)CC2=C(C=C(C=C2)C)O 2-{[4-amino-6-(1,2-thiazol-3-yl)-2H-pyrazolo[3,4-d]pyrimidin-2-yl]methyl}-5-methylphenol